FC=1C=CC2=C([C@H](CC3=C(O2)C=CC=C3)CNC)C1 |o1:6| (S*)-(8-fluoro-10,11-dihydrodibenzo[b,f]oxepin-10-yl)-N-methylmethanamine